Cl.FC(C1=CC=C(C=C1)C#CC1CCNCC1)(F)F 4-((4-(Trifluoromethyl)phenyl)ethynyl)piperidine hydrochloride